7-oxido-1-tetrahydropyran-2-yl-6-tetrahydropyran-4-yl-pyrazolo[4,3-g]Isoquinolin-7-ium [O-][N+]1=CC2=CC3=C(C=C2C=C1C1CCOCC1)C=NN3C3OCCCC3